2-methoxy-r-(2'-ethylhexyloxy)-1,4-phenylenevinylene COC1=C(C=CC(=C1)C#C)OC[C@@H](CCCC)CC